2-methoxyethyl (1S,2R,5R)-2-(hydroxycarbamoyl)-3-((4-(4-(trifluoromethyl)phenoxy)piperidin-1-yl)sulfonyl)-3,8-diazabicyclo[3.2.1]octane-8-carboxylate ONC(=O)[C@H]1[C@@H]2CC[C@H](CN1S(=O)(=O)N1CCC(CC1)OC1=CC=C(C=C1)C(F)(F)F)N2C(=O)OCCOC